N-(4-(4-amino-1-isopropyl-7-((1r,4r)-4-((2-methoxyethyl)amino)cyclohexyl)-1H-pyrazolo[4,3-c]pyridin-3-yl)-2,5-difluorophenyl)-2-fluoro-5-(methoxy-d3)benzenesulfonamide NC1=NC=C(C2=C1C(=NN2C(C)C)C2=CC(=C(C=C2F)NS(=O)(=O)C2=C(C=CC(=C2)OC([2H])([2H])[2H])F)F)C2CCC(CC2)NCCOC